(2R,4S,5R)-4-hydroxy-5-(hydroxymethyl)-5-methyltetrahydrofuran O[C@H]1CCO[C@]1(C)CO